C(C1=CC=CC=C1)C1NCC2=CC=CC=C12 benzyl-isoindoline